ClC=1C=C(OC2C(C(C2(C)C)NC(=O)C=2C=NC(=NC2)N2CCC(CC2)C=O)(C)C)C=CC1C#N N-((1r,3r)-3-(3-Chloro-4-cyanophenoxy)-2,2,4,4-tetramethylcyclobutyl)-2-(4-formylpiperidin-1-yl)pyrimidine-5-carboxamide